O=C1CCOC2=CC(=C(C=C12)C1=CC=CC=C1)O[C@H](C1=CC=C(C#N)C=C1)C1=CC=NC=C1 (R,S)-4-(((4-Oxo-6-phenylchroman-7-yl)oxy)(pyridin-4-yl)methyl)benzonitrile